CN(C1=CC=C(C=C1)C(C(=O)NCC1=CC=NC=C1)NCCC1CCNCC1)C 2-[4-(dimethylamino)phenyl]-2-[(2-piperidine-4-ylethyl)amino]-N-(pyridine-4-ylmethyl)acetamid